COC(=O)[C@H]1N(C[C@@H](C1)O)C(=O)OC(C)(C)C (2S,4R)-1-tert-butoxycarbonyl-4-hydroxypyrrolidine-2-carboxylic acid methyl ester